C(C)(=O)C=1C(=CC(=NC1)Cl)NC=1N=CC=2CCC3=C(C2C1F)NC1=C3C(NCC13CN(C3)C)=O 2'-((5-acetyl-2-chloropyridin-4-yl)amino)-1'-fluoro-1-methyl-6',8',9',11'-tetrahydrospiro[azetidine-3,10'-pyrido[3',4':4,5]pyrrolo[2,3-f]isoquinolin]-7'(5'H)-one